trans-4-((4-(2-Cyclopropyloxazol-4-yl) pyridine-2-yl)((trans-4-(5-methoxy-6-methylpyridin-2-yl)cyclohexyl)methyl) carbamoyl)cyclohexyl morpholine-4-carboxylate N1(CCOCC1)C(=O)O[C@@H]1CC[C@H](CC1)C(N(C[C@@H]1CC[C@H](CC1)C1=NC(=C(C=C1)OC)C)C1=NC=CC(=C1)C=1N=C(OC1)C1CC1)=O